(S)-3-(4-bromothiazol-2-yl)-2-((tert-butoxycarbonyl)amino)propanoic acid BrC=1N=C(SC1)C[C@@H](C(=O)O)NC(=O)OC(C)(C)C